γ-L-glutamylglutamine N[C@@H](CCC(=O)N[C@@H](CCC(N)=O)C(=O)O)C(=O)O